C(#N)C=1C=C(C=CC1)C=1C=CC2=CN(N=C2C1)C1CCC(CC1)CNC(C1=CC(=C(C(=C1)F)O)F)=O N-({(1r,4r)-4-[6-(3-cyanophenyl)-2H-indazol-2-yl]cyclohexyl}methyl)-3,5-difluoro-4-hydroxybenzamide